IC=1C(N(C=CC1OC)C)=O 3-iodo-4-methoxy-1-methyl-Pyridin-2(1H)-one